BrCC1(CCOCC1)F 4-(bromomethyl)-4-fluorooxane